N,N-Dimethylcarbamic acid 7-[4-(4-benzo[b]thiophen-4-ylpiperazin-1-yl)butoxy]-4,4-dimethyl-2-oxo-3,4-dihydro-2H-quinolin-1-ylmethyl ester S1C2=C(C=C1)C(=CC=C2)N2CCN(CC2)CCCCOC2=CC=C1C(CC(N(C1=C2)COC(N(C)C)=O)=O)(C)C